pyrazolo[1,5-a]indole N1C=CC=2N1C1=CC=CC=C1C2